2-amino-N-(4-hydroxybicyclo[2.2.2]oct-1-yl)-5-(4-((1R,5S)-3-(oxetan-3-yl)-3-azabicyclo[3.1.0]hex-1-yl)phenyl)nicotinamide NC1=C(C(=O)NC23CCC(CC2)(CC3)O)C=C(C=N1)C1=CC=C(C=C1)[C@@]13CN(C[C@H]3C1)C1COC1